ethyl-4-hydroxy-2-methylcyclopent-2-enecarboxylate C(C)OC(=O)C1C(=CC(C1)O)C